(3R,4R)-4-{[5-(2,4-difluoro-phenyl)-isoxazole-3-carbonyl]-amino}-1-((1R,2R)-2-ethyl-cyclopentyl)-piperidine-3-carboxylic acid dimethylamide CN(C(=O)[C@@H]1CN(CC[C@H]1NC(=O)C1=NOC(=C1)C1=C(C=C(C=C1)F)F)[C@H]1[C@@H](CCC1)CC)C